FC1=C2C(=NC=3N(C2=CC=C1F)C(=NN3)C)C3CCNC1=C(O3)C(=CC=C1)C#CC(C(F)(F)F)(C)C (6,7-difluoro-1-methyl-[1,2,4]triazolo[4,3-a]quinazolin-5-yl)-9-(4,4,4-trifluoro-3,3-dimethylbut-1-yn-1-yl)-2,3,4,5-tetrahydrobenzo[b][1,4]oxazepine